C1(CC1)C(=O)NC1=NC=C(C(=O)NC([2H])([2H])[2H])C(=C1)NC1=CC=CC=2C=3C(C(N(C12)C)(F)F)=CN(N3)C 6-(cyclopropanecarboxamido)-4-((4,4-difluoro-2,5-dimethyl-4,5-dihydro-2H-pyrazolo[4,3-c]quinolin-6-yl)amino)-N-(methyl-d3)nicotinamide